COC(CC=1C(=NC=NC1Cl)Cl)=O 4,6-dichloro-5-pyrimidineacetic acid methyl ester